FC=1C=C(C=C(C1)F)[C@H](C(=O)NC1=CC(=C(C=C1)C=1C=NC(=C(C(=O)NC(C)C)C1)NC)C)O (R)-5-(4-(2-(3,5-difluorophenyl)-2-hydroxyacetamido)-2-methylphenyl)-N-isopropyl-2-(methylamino)nicotinamide